C[Si](C1C=CC=C1)(C1C=CC=C1)C dimethylbis(cyclopentadienyl)silane